BrC=1C=C(C(=NC1)[N+](=O)[O-])OC(C)C1=C(C=CC(=C1)F)C1=CN=C(S1)C 5-(2-(1-((5-bromo-2-nitropyridin-3-yl)oxy)ethyl)-4-fluorophenyl)-2-methylthiazol